OC1CN(CCC1)C1=CC=C(OCCN2CCN(CC2)C(=O)OC(C)(C)C)C=C1 tert-butyl 4-[2-[4-(3-hydroxy-1-piperidyl)phenoxy]ethyl]piperazine-1-carboxylate